1-(6-cyano-2-(5-methyl-1H-pyrazol-4-yl)-6,7-dihydro-5H-pyrrolo[3,4-d]pyrimidin-4-yl)pyrrolidine-2-carboxamide C(#N)N1CC=2N=C(N=C(C2C1)N1C(CCC1)C(=O)N)C=1C=NNC1C